ClC=1C=CC=2N(C3=CC=CC=C3C2C1[Si](C1=CC=CC=C1)(C1=CC=CC=C1)C1=CC=CC=C1)C1=CC=CC=C1 3-chloro-9-phenyl-4-(triphenylsilyl)-9H-carbazole